FC=1C=C(C=CC1C(=O)OC)NC(C(=O)O)(C)C 2-((3-fluoro-4-(methoxycarbonyl)phenyl)amino)-2-methylpropanoic acid